ClC=1C=C(C=CC1Cl)C=1N=C(SC1SCCC(C)C)N1N=C(C(=C1C(=O)O)CC1=C(C=CC=C1)[N+](=O)[O-])C 1-(4-(3,4-dichlorophenyl)-5-(isopentylthio)thiazol-2-yl)-3-methyl-4-(2-nitrobenzyl)-1H-pyrazole-5-carboxylic acid